N-(3-chloro-5-((2-hydroxyethyl)sulfonamido)phenyl)-4-(3-((5-fluoropyridin-3-yl)methoxy)pyridin-2-yl)-5-methylthiophene-2-carboxamide ClC=1C=C(C=C(C1)NS(=O)(=O)CCO)NC(=O)C=1SC(=C(C1)C1=NC=CC=C1OCC=1C=NC=C(C1)F)C